C(C)(C)N1N=CC=2C=NC(=CC21)NC2=NC=C(C(=N2)N2C[C@@H](NCC2)C(C)C)C=2OC=NN2 (S)-1-isopropyl-N-(4-(3-isopropylpiperazin-1-yl)-5-(1,3,4-oxadiazol-2-yl)pyrimidin-2-yl)-1H-pyrazolo[4,3-c]pyridin-6-amine